p-isopropyl-phenyl-(p-tolyl)iodonium C(C)(C)C1=CC=C(C=C1)[I+]C1=CC=C(C=C1)C